Cl.C12(CC3CC(CC(C1)C3)C2)NC(C2=CC(=CC=C2)S(=O)(=O)C/C(=C/CN)/F)=O N-(adamantan-1-yl)-3-(((Z)-4-amino-2-fluorobut-2-en-1-yl)sulfonyl)benzamide hydrochloride